2-(4-cyano-4-phenylpiperidine-1-carbonyl)-N,N-dimethyl-6-((4-methyl-1-oxo-1,3-dihydroisobenzofuran-5-yl)methoxy)quinoline-4-carboxamide C(#N)C1(CCN(CC1)C(=O)C1=NC2=CC=C(C=C2C(=C1)C(=O)N(C)C)OCC=1C(=C2COC(C2=CC1)=O)C)C1=CC=CC=C1